COC1=CC=C(C(=O)C2=CC=C(C=C2)Br)C=C1 4-methyloxy-4'-bromobenzophenone